4-(trifluoromethoxy)benzamido-5-(5-nitrothiophen-2-yl)methyleneaminothiophene-3,4-dicarboxylic acid FC(OC1=CC=C(C(=O)NC=2SC(=C(C2C(=O)O)C(=O)O)N=CC=2SC(=CC2)[N+](=O)[O-])C=C1)(F)F